C1=CC=CC=2C3=CC=CC=C3C(C12)COC(=O)N[C@H](C(=O)O)CC1=CC=C(C=C1)C=1C(=NN(C1)C)COC1CCC1 (S)-2-((((9H-fluoren-9-yl)methoxy)carbonyl)amino)-3-(4-(3-(cyclobutoxymethyl)-1-methyl-1H-pyrazol-4-yl)phenyl)propanoic acid